C(C)(=O)C1=CCCCN1 6-acetyl-1,2,3,4-tetrahydropyridine